n-Hexyl N5-(2-(1-benzylpiperidin-4-yl)ethyl)-N2-(6-methoxy-4-oxo-4H-chromene-2-carbonyl)-L-glutaminate C(C1=CC=CC=C1)N1CCC(CC1)CCNC(CC[C@H](NC(=O)C=1OC2=CC=C(C=C2C(C1)=O)OC)C(=O)OCCCCCC)=O